(R)-(6-(dimethylamino)pyrazolo[1,5-a]pyridin-3-yl)(4-(7-(trifluoromethyl)pyrazolo[1,5-a]pyridin-2-yl)-6,7-dihydro-1H-imidazo[4,5-c]pyridin-5(4H)-yl)methanone CN(C=1C=CC=2N(C1)N=CC2C(=O)N2[C@H](C1=C(CC2)NC=N1)C1=NN2C(C=CC=C2C(F)(F)F)=C1)C